2,3-dimethyl-4-methylthiobenzene CC1=CC=CC(=C1C)SC